OC1(CN(C1)C(=O)N1CC(C1)N1C(N(C2=C(C1=O)C(=C(S2)C=2OC=CN2)C)CC(OC2CCOCC2)C2=C(C=CC=C2)OC)=O)C 3-(1-(3-Hydroxy-3-methylazetidin-1-oyl)azetidin-3-yl)-1-(2-(2-methoxyphenyl)-2-((tetrahydro-2H-pyran-4-yl)oxy)ethyl)-5-methyl-6-(oxazol-2-yl)thieno[2,3-d]pyrimidine-2,4(1H,3H)-dione